C(C)NC(=O)C1=CC2=C(C(N(C=C2C2=CC(=CC(=C2)C(C)(C)O)OC2=C(C=C(C=C2C)F)C)C)=O)N1 N-Ethyl-4-(3-(4-fluoro-2,6-dimethylphenoxy)-5-(2-hydroxypropan-2-yl)phenyl)-6-methyl-7-oxo-6,7-dihydro-1H-pyrrolo[2,3-c]pyridine-2-carboxamide